4-Anilino-2,5-dimethyl-nitrobenzene N(C1=CC=CC=C1)C1=CC(=C(C=C1C)[N+](=O)[O-])C